C(C)(C)N(C(C)C)CCCCCC N,N-diisopropylhexylamine